C1(CC1)[C@@H](C)N(C(O)=O)C.NC1=CC=C(C(=O)N/N=C/C2=C(C=CC=C2)O)C=C1 (E)-4-amino-N'-(2-hydroxybenzylidene)benzoyl-hydrazine ((R)-1-cyclopropylethyl)(methyl)carbamate